CC1=CC=CC(=N1)NC1=NC(=NC(=C1)NC1=C(C=CC=C1)S(=O)(=O)C)N N4-(6-methylpyridin-2-yl)-N6-(2-(methylsulfonyl)phenyl)pyrimidine-2,4,6-triamine